1-Acryloyl-4-(((6-amino-5-(4-phenoxyphenyl)pyrimidin-4-yl)amino)methyl)piperidin C(C=C)(=O)N1CCC(CC1)CNC1=NC=NC(=C1C1=CC=C(C=C1)OC1=CC=CC=C1)N